4-(1-propionyl-2,3-dihydro-1H-pyrrolo[3,2-b]pyridin-5-yl)benzoic Acid C(CC)(=O)N1CCC2=NC(=CC=C21)C2=CC=C(C(=O)O)C=C2